FC=1C=C(C=C(C1)C=1C=NN(C1)C=1C=NC=CC1)CN (3-Fluoro-5-(1-(pyridin-3-yl)-1H-pyrazol-4-yl)phenyl)methylamine